C(C)(C)(C)OC(=O)N1CC(CCC1)N1C(C(=CC2=C1N=C(N=C2)S(=O)C)N2CCN(C1=C(C=CC=C21)C)C(=O)OCC2=CC=CC=C2)=O benzyl 4-[8-(1-tert-butoxycarbonyl-3-piperidyl)-2-methylsulfinyl-7-oxo-pyrido[2,3-d]pyrimidin-6-yl]-8-methyl-2,3-dihydroquinoxaline-1-carboxylate